N-(((1R,2R,3S,4R)-4-(4-chloro-7H-pyrrolo[2,3-d]pyrimidin-7-yl)-2,3-dihydroxycyclopentyl)methyl)-N-(3-(naphthalen-1-yl)prop-2-yn-1-yl)acetamide ClC=1C2=C(N=CN1)N(C=C2)[C@H]2[C@@H]([C@@H]([C@H](C2)CN(C(C)=O)CC#CC2=CC=CC1=CC=CC=C21)O)O